FC(CNC(O[C@H]1C[C@H](CC1)C1=CC(=NN1)NC(CC1=CC=C(C=C1)OC)=O)=O)F (1R,3S)-3-(3-{[(4-methoxyphenyl)acetyl]amino}-1H-pyrazol-5-yl)cyclopentyl (2,2-difluoroethyl)carbamate